(S)-2-((1-(3-(bis(4-fluorophenyl)methyl)-1-methyl-1,2,4-triazol-5-yl)ethyl)carbamoyl)-4-methoxypyridin-3-yl propionate C(CC)(=O)OC=1C(=NC=CC1OC)C(N[C@@H](C)C1=NC(=NN1C)C(C1=CC=C(C=C1)F)C1=CC=C(C=C1)F)=O